BrC1=NC=C(C(=O)NCC=2C(NC=3CCCCC3C2C)=O)C=C1 6-bromo-N-((4-methyl-2-oxo-1,2,5,6,7,8-hexahydroquinolin-3-yl)methyl)nicotinamide